chlorocopper sulfate S(=O)(=O)([O-])[O-].Cl[Cu+2]